1-((5-(5-(difluoromethyl)-1,3,4-oxadiazole-2-yl)pyridine-2-yl)methyl)-6-fluoro-3-methyl-5-(pyridine-3-yl)-1,3-dihydro-2H-benzo[d]imidazole-2-one FC(C1=NN=C(O1)C=1C=CC(=NC1)CN1C(N(C2=C1C=C(C(=C2)C=2C=NC=CC2)F)C)=O)F